C(CCCCCCCCCCC)(=O)NCCCC[C@H](N)C(=O)O Nε-lauroyl-L-lysine